FC=1C=C(C=CC1OCC1=CC=C(C=C1)F)C=1N=C2N(C=CC=N2)C1C1=CC(=NC=C1)C 2-(3-fluoro-4-((4-fluorobenzyl)oxy)phenyl)-3-(2-methylpyridin-4-yl)imidazo[1,2-a]pyrimidine